N-(6-amino-5-ethylpyridin-3-yl)-2-(5-methyl-2-(1'-methyl-2'-oxospiro[cyclopropan-1,3'-indol]-5'-yl)piperidin-1-yl)-2-oxoacetamide NC1=C(C=C(C=N1)NC(C(=O)N1C(CCC(C1)C)C=1C=C2C3(C(N(C2=CC1)C)=O)CC3)=O)CC